({(3S)-1-[4-{[2-(pyridazin-4-yl)-1,3-thiazole-4-carbonyl]Amino}-2-(trifluoromethyl)[1,1'-biphenyl]-3-yl]Piperidin-3-yl}methyl)carbamic acid tert-butyl ester C(C)(C)(C)OC(NC[C@H]1CN(CCC1)C=1C(=C(C=CC1NC(=O)C=1N=C(SC1)C1=CN=NC=C1)C1=CC=CC=C1)C(F)(F)F)=O